[Li].NC1=CC=C(C=C1)N 2,5-diaminobenzene lithium